ethyl 4-(bis(4H-benzo[d][1,3]dioxin-6-yl)methylene)azepane-1-carboxylate O1COCC2=C1C=CC(=C2)C(=C2CCN(CCC2)C(=O)OCC)C2=CC1=C(OCOC1)C=C2